C(C)(C)(C)C1=NC(=NO1)CCN 2-(5-tert-Butyl-1,2,4-oxadiazol-3-yl)ethanamine